1-(4-(6-((1-(1-hydroxy-cyclopropane-1-carbonyl)-2,3-dihydro-1H-pyrido[2,3-b][1,4]oxazin-7-yl)amino)pyridin-3-yl)phenyl)pyrrolidin-2-one OC1(CC1)C(=O)N1C2=C(OCC1)N=CC(=C2)NC2=CC=C(C=N2)C2=CC=C(C=C2)N2C(CCC2)=O